The molecule is a member of the class of oxazolidinones that is oxazolidin-2-one substituted at positions 3, 4 and 5 by 3-(isoquinolin-4-yl)propanoyl, methyl and 3,5-bis(trifluoromethyl)phenyl groups respectively. An inhibitor of teichoic acid biosynthesis. It has a role as a teichoic acid biosynthesis inhibitor. It is a member of (trifluoromethyl)benzenes, a carbamate ester, a dicarboximide, an oxazolidinone and a member of isoquinolines. It derives from an oxazolidin-2-one. C[C@H]1[C@H](OC(=O)N1C(=O)CCC2=CN=CC3=CC=CC=C32)C4=CC(=CC(=C4)C(F)(F)F)C(F)(F)F